C(=O)(O)C=1C=C(C=CC1C(=O)O)C(C)(C)C1=CC(=C(C=C1)C(=O)O)C(=O)O 2,2-Bis(3,4-dicarboxyphenyl)propane